FC(C1=NN=C(S1)C1=NC=C2N1C=C(C=C2N2CCN(CC2)C(C(C)C)=O)S(=O)(=O)NC2(CC2)CF)F 3-(5-(difluoromethyl)-1,3,4-thiadiazol-2-yl)-N-(1-(fluoromethyl)cyclopropyl)-8-(4-isobutyrylpiperazin-1-yl)imidazo[1,5-a]pyridine-6-sulfonamide